N-(2-hydroxyethyl)piperidine-4-carboxamide hydrochloride Cl.OCCNC(=O)C1CCNCC1